7-Fluoro-8-[2-fluoro-6-[3-(1-piperidyl)propoxy]-3-pyridyl]-1-isopropyl-3-methylimidazo[4,5-c]chinolin-2-on FC=1C(=CC=2C3=C(C=NC2C1)N(C(N3C(C)C)=O)C)C=3C(=NC(=CC3)OCCCN3CCCCC3)F